C(C)(=O)C1=C(C=C(C=C1)C=1C=NN2C1N=CC(=C2)Br)N2N=C(C=C2C)C#N 1-[2-Acetyl-5-(6-bromopyrazolo[1,5-a]pyrimidin-3-yl)phenyl]-5-methyl-pyrazole-3-carbonitrile